1-acetyl-4-cyano-N-(5-phenylthiazol-2-yl)piperazine-2-carboxamide C(C)(=O)N1C(CN(CC1)C#N)C(=O)NC=1SC(=CN1)C1=CC=CC=C1